FC=1C=CC(=C(C(=O)N2C3CC([C@@H]([C@@H]2CNC2=NC=C(C=C2)C(F)(F)F)C)C3)C1)N1N=CC=N1 |o1:12,13| N-({(3R,4S) or (3S,4R)-2-[5-fluoro-2-(2H-1,2,3-triazol-2-yl)benzoyl]-4-methyl-2-azabicyclo[3.1.1]heptan-3-yl}methyl)-5-(trifluoromethyl)pyridin-2-amine